NC1=NC2=CC(=CC=C2C=C1)CN(C(C)=O)C1=CC=CC=2[C@H](CS(C21)(=O)=O)F |r| rac-N-[(2-aminoquinolin-7-yl)methyl]-N-[3-fluoro-1,1-dioxo-2,3-dihydro-1λ6-benzothiophen-7-yl]acetamide